CN1C(CCC1)=O methyl-pyrrolidone